F\C(=C/CN)\C(S(=O)(=O)C1=CC(=CC=C1)OC1=CC(=CC=C1)S(=O)(=O)C)(F)F (Z)-3,4,4-trifluoro-4-((3-(3-(methylsulfonyl)phenoxy)phenyl)sulfonyl)but-2-en-1-amine